ClC1=CC=C2C(=C(NC2=C1C=1C(=NN(C1C)C)C)C(=O)N1CCN(CC1)C1=C(C(=O)O)C=CC=C1)CCCCC1=CC(=C(C(=C1)C)Cl)C 2-(4-(6-Chloro-3-(4-(4-chloro-3,5-dimethylphenyl)butyl)-7-(1,3,5-trimethyl-1H-pyrazol-4-yl)-1H-indole-2-carbonyl)piperazin-1-yl)benzoic Acid